1-Cyclopropyl-6-fluoro-7-(4-(2-((3-hydroxy-4-(methoxycarbonyl)phenyl)amino)-2-oxoethyl)piperazin-1-yl)-4-oxo-1,4-dihydroquinoline-3-carboxylic acid C1(CC1)N1C=C(C(C2=CC(=C(C=C12)N1CCN(CC1)CC(=O)NC1=CC(=C(C=C1)C(=O)OC)O)F)=O)C(=O)O